3-(4-(4-(2-(Azetidin-3-yl)ethyl)piperazin-1-yl)phenyl)piperidine-2,6-dione N1CC(C1)CCN1CCN(CC1)C1=CC=C(C=C1)C1C(NC(CC1)=O)=O